OC(CN[C@@H](CCC(=O)O)C(=O)O)C(C(C(CO)O)O)O (2,3,4,5,6-pentahydroxyhexyl)glutamic acid